FC1=C([O-])C=CC(=C1)F.[Li+] lithium 2,4-difluorophenoxide